2-propenoic acid, ethyl ester C(C=C)(=O)OCC